(2R,3S,4S,5R,6R)-2-((E)-(((R)-tert-butylsulfinyl)imino)methyl)-6-(hex-5-en-1-ylthio)tetrahydro-2H-pyran-3,4,5-triyl triacetate C(C)(=O)O[C@H]1[C@H](O[C@@H]([C@@H]([C@H]1OC(C)=O)OC(C)=O)SCCCCC=C)/C=N/[S@](=O)C(C)(C)C